P(OC1(CC=C(C=C1)C(C)(C)C)C(C)(C)C)(OC1(CC=C(C=C1)C(C)(C)C)C(C)(C)C)OC1(CC=C(C=C1)C(C)(C)C)C(C)(C)C tris(1,4-di-tert-butylphenyl) phosphite